C(CCCCCCCCC)O[C@@H]1O[C@@H]([C@H]([C@H]1OCCCCCCCCCC)OCCCCCCCCCC)COC(C1=CC=CC=C1)(C1=CC=CC=C1)C1=CC=CC=C1 (2R,3R,4R,5R)-2,3,4-tris(decyloxy)-5-((trityloxy)methyl)tetrahydrofuran